C(C)[P+](CC)(CC)CC.C(CCCCCCCCC)S(=O)(=O)[O-] decylsulfonic acid tetraethylphosphonium salt